(2S,4S)-4-fluoro-1-[2-[(3S)-3-[(8-hydroxy-5-quinolyl)amino]pyrrolidin-1-yl]acetyl]pyrrolidine-2-carbonitrile F[C@H]1C[C@H](N(C1)C(CN1C[C@H](CC1)NC1=C2C=CC=NC2=C(C=C1)O)=O)C#N